(S)-5-(8-methyl-2-(piperazin-1-yl)-7,8-dihydro-1,6-naphthyridin-6(5H)-yl)-[1,2,4]triazolo[1,5-a]pyridine-8-carbonitrile C[C@H]1CN(CC=2C=CC(=NC12)N1CCNCC1)C1=CC=C(C=2N1N=CN2)C#N